C(#N)C1=C(C(=NN1C)C(=O)NC=1C=C2C(=NNC2=CC1)C1=COC=C1)C 5-Cyano-N-(3-(furan-3-yl)-1H-indazol-5-yl)-1,4-dimethyl-1H-pyrazole-3-carboxamide